N(=[N+]=[N-])CC1=C(C=C(C=N1)C=1OC(=NN1)C(F)F)F (6-(azidomethyl)-5-fluoropyridin-3-yl)-5-(difluoromethyl)-1,3,4-oxadiazole